C(C=C)N1C(=NC(=C1C)C)C 1-allyl-trimethylimidazole